2-((dimethyl-amino)methyl)acrylamide CN(C)CC(C(=O)N)=C